1-(1H-indazol-3-yl)-3-(6-(1-isopropyl-3-methyl-1H-pyrazol-5-yl)pyridin-2-yl)urea N1N=C(C2=CC=CC=C12)NC(=O)NC1=NC(=CC=C1)C1=CC(=NN1C(C)C)C